7-[3-[tert-butoxycarbonyl(methyl)amino]azetidin-1-yl]-2-methoxy-1,3-benzothiazole-4-carboxylic acid C(C)(C)(C)OC(=O)N(C1CN(C1)C=1C=CC(=C2N=C(SC21)OC)C(=O)O)C